C(C)N1C[C@@H](CCC1)NC1=NN=C(C2=C1C(=NO2)C)C2=C(C=C(C=C2)C(F)(F)F)O 2-[4-[[(3R)-1-ethyl-3-piperidyl]amino]-3-methyl-isoxazolo[4,5-d]pyridazin-7-yl]-5-(trifluoromethyl)phenol